ClC=1C=C(C=C(C1CC1=C(C(=C(C=C1)O)C(C)C1=CC=C(C=C1)F)F)Cl)NC(CC(=O)OC)=O methyl 3-((3,5-dichloro-4-(2-fluoro-3-(1-(4-fluorophenyl)ethyl)-4-hydroxybenzyl)phenyl)amino)-3-oxopropanoate